(4-aminoimidazo[1,5-a]pyrido[3,4-e]pyrazin-8-yl)((4aS,9bS)-7-(trifluoromethoxy)-2,3,4a,9b-tetrahydro-1H-spiro[benzofuro[3,2-b]pyridine-4,1'-cyclopropan]-1-yl)methanone NC=1C=2N(C3=C(N1)C=NC(=C3)C(=O)N3[C@@H]1[C@@H](OC4=C1C=CC(=C4)OC(F)(F)F)C4(CC4)CC3)C=NC2